COC([C@@H](NS(=O)(=O)C1=CC=C(C)C=C1)C)=O tosylalanine methyl ester